methyl (Z)-2-azido-3-(5-methyl-2-pyridyl)prop-2-enoate N(=[N+]=[N-])\C(\C(=O)OC)=C/C1=NC=C(C=C1)C